N1,N2-dibutylethane-1,2-diamine iridium(III) hexafluorophosphate F[P-](F)(F)(F)(F)F.[Ir+3].C(CCC)NCCNCCCC.F[P-](F)(F)(F)(F)F.F[P-](F)(F)(F)(F)F